N-[(2S)-1-(azetidin-1-yl)propan-2-yl]-3-{2-[(3,4-dimethoxyphenyl)amino]pyrimidin-4-yl}-1-methyl-1H-pyrazole-5-carboxamide N1(CCC1)C[C@H](C)NC(=O)C1=CC(=NN1C)C1=NC(=NC=C1)NC1=CC(=C(C=C1)OC)OC